(7R,14R)-1-(difluoromethoxy)-11-((R or S)-4-methoxypent-1-yn-1-yl)-6-(methyl-d3)-6,7-dihydro-7,14-methanobenzo[f]benzo[4,5]imidazo[1,2-a][1,4]diazocin FC(OC1=CC=CC2=CN([C@H]3C=4N(C(=C21)C3)C3=C(N4)C=CC(=C3)C#CC[C@@H](C)OC)C([2H])([2H])[2H])F |o1:26|